C(C)(C)(C)C1=C(C(=CC(=C1)C(C)(C)C)C(C)(C)C)C1=NNC(=C1O)C 3-(2,4,6-tri(tert-butyl)phenyl)-5-methyl-pyrazol-4-ol